ClC=1C(=NC(=NC1)NC1=C(C=C(C=C1)N1CCC(CC1)N(C(CCCCCCCCCCC(=O)NC1=C2CN(C(C2=CC=C1)=O)C1C(NC(CC1)=O)=O)=O)C)OC)C1=CNC2=CC=CC=C12 N1-(1-(4-((5-chloro-4-(1H-indol-3-yl)pyrimidin-2-yl)amino)-3-methoxy-phenyl)piperidin-4-yl)-N12-(2-(2,6-dioxo-piperidin-3-yl)-1-oxoisoindolin-4-yl)-N1-methyl-dodecanediamide